N1=C(C=CC=C1)C=1C=C(C=CC1)C1=NOC(C1)C(=O)O 3-[3-(pyridin-2-yl)phenyl]-4,5-dihydro-1,2-oxazole-5-carboxylic acid